FC=1C=NC(=NC1)O[C@@H]1CNC[C@H]1OCC1=CC=C(C=C1)C(F)(F)F 5-fluoro-2-(((3R,4R)-4-((4-(trifluoromethyl)benzyl)oxy)pyrrolidin-3-yl)oxy)pyrimidine